(Z)-2-(4'-(8a,9a-dihydro-9H-carbazol-9-yl)-[1,1'-biphenyl]-4-yl)-3-(4-(1,2,2-triphenylvinyl)phenyl)acrylonitrile C1=CC=CC2=C3C=CC=CC3N(C12)C1=CC=C(C=C1)C1=CC=C(C=C1)/C(/C#N)=C/C1=CC=C(C=C1)C(=C(C1=CC=CC=C1)C1=CC=CC=C1)C1=CC=CC=C1